C(=O)C1=CN=C(S1)C1=CC(=C(C=N1)C#N)C 6-(5-formyl-thiazol-2-yl)-4-methylpyridine-3-carbonitrile